CC1=NC(=CC(=N1)OC1CCC(CC1)C(F)(F)F)[Sn](C)(C)C rel-2-methyl-4-(((1r,4r)-4-(trifluoromethyl)cyclohexyl)oxy)-6-(trimethylstannyl)pyrimidine